1-{2-Chloro-5-[2'-methyl-5'-(pentafluoroethyl)-4'-(trifluoromethyl)-2'H-[1,3'-bipyrazol]-4-yl]phenyl}-2-(1-cyanocyclopropyl)-1,5,11-trioxo-4,6,10-trioxa-2-azatetradecan-14-oic acid ClC1=C(C=C(C=C1)C=1C=NN(C1)C=1N(N=C(C1C(F)(F)F)C(C(F)(F)F)(F)F)C)C(N(COC(OCCCOC(CCC(=O)O)=O)=O)C1(CC1)C#N)=O